4-[1-(3-Chloro-phenyl)-1H-[1,2,3]triazol-4-yl]-1-(4-methyl-benzyl)-piperidine ClC=1C=C(C=CC1)N1N=NC(=C1)C1CCN(CC1)CC1=CC=C(C=C1)C